tert-Butyl (4-(1-(4-methyl-1-((2-(trimethylsilyl)ethoxy)methyl)-1H-imidazol-5-yl)vinyl)phenyl)carbamate CC=1N=CN(C1C(=C)C1=CC=C(C=C1)NC(OC(C)(C)C)=O)COCC[Si](C)(C)C